N1=NC=C2N1C=CC(=C2)C=2NC1=CC=C(C=C1C2C(C)C)C2CCN(CC2)C(CN(C)C)=O 1-(4-(2-([1,2,3]triazolo[1,5-a]pyridin-5-yl)-3-isopropyl-1H-indol-5-yl)piperidin-1-yl)-2-(dimethylamino)ethan-1-one